N,N-dibenzyl-1-(6-methylpyrazin-4-yl)pyrrolidin-3-amine C(C1=CC=CC=C1)N(C1CN(CC1)N1CC=NC(=C1)C)CC1=CC=CC=C1